6-({6-[(1,3-benzothiazol-2-yl)amino]-5-Methylpyridazin-3-yl}(methyl)amino)pyridine-2-carboxylic acid ethyl ester C(C)OC(=O)C1=NC(=CC=C1)N(C)C=1N=NC(=C(C1)C)NC=1SC2=C(N1)C=CC=C2